P(OCC(CCCC)CC)([O-])=O mono(2-ethyl-1-hexyl) phosphonate